4-(1-Methyl-1H-pyrazol-4-yl)cyclohexane-1-carboxylic acid ethyl ester C(C)OC(=O)C1CCC(CC1)C=1C=NN(C1)C